3-(5-isopropoxy-4-(trifluoromethyl)pyridin-2-yl)-1,2,4-thiadiazol C(C)(C)OC=1C(=CC(=NC1)C1=NSC=N1)C(F)(F)F